(R)-N-((3-(ethoxymethyl)-1-((6-methylpyridin-3-yl)methyl)pyrrolidin-3-yl)methyl)aniline HCl Cl.C(C)OC[C@@]1(CN(CC1)CC=1C=NC(=CC1)C)CNC1=CC=CC=C1